OC(CN1C[C@@H]2[C@H](C1)CC(C2)OC=2C(=NC=CC2)OC)C2=CC=C(C=C2)O rac-4-(1-hydroxy-2-((3aR,5s,6aS)-5-((2-methoxypyridin-3-yl)oxy)hexahydrocyclopenta[c]pyrrol-2(1H)-yl)ethyl)phenol